N-([1,1':4',1''-terphenyl]-4-yl)-4-phenylnaphthalene-1-amine C1(=CC=C(C=C1)NC1=CC=C(C2=CC=CC=C12)C1=CC=CC=C1)C1=CC=C(C=C1)C1=CC=CC=C1